tert-butyl 3-(4-chlorophenyl)-3-[[4-(trifluoromethoxy)phenyl] sulfonylamino]pyrrolidine-1-carboxylate ClC1=CC=C(C=C1)C1(CN(CC1)C(=O)OC(C)(C)C)NS(=O)(=O)C1=CC=C(C=C1)OC(F)(F)F